tert-butyl 3-(trimethylstannyl)-8-azabicyclo[3.2.1]oct-3-ene-8-carboxylate C[Sn](C=1CC2CCC(C1)N2C(=O)OC(C)(C)C)(C)C